bis(1,1-dimethylpropynyloxy)dimethylsilane CC(C#C)(O[Si](C)(C)OC(C#C)(C)C)C